ClC=1C=C(SC1C)C=O 4-chloro-5-methylthiophene-2-carbaldehyde